NC1=CC=C(C=C1)C1=CC2=C(N=CN=C2N2C[C@H](CC2)O)N1 (S)-1-(6-(4-aminophenyl)-7H-pyrrolo[2,3-d]pyrimidin-4-yl)pyrrolidin-3-ol